(±)-(1S,2R,3R,5R)-3-((6-chloropyridazin-3-yl)amino)-2-fluoro-8-azabicyclo[3.2.1]Octane-8-carboxylic acid tert-butyl ester C(C)(C)(C)OC(=O)N1[C@@H]2[C@@H]([C@@H](C[C@H]1CC2)NC=2N=NC(=CC2)Cl)F |r|